6-(4-hydroxybenzoyl)-3,5-dihydroxyindole OC1=CC=C(C(=O)C2=C(C=C3C(=CNC3=C2)O)O)C=C1